((S)-1-(2-(((S)-1-phenylethyl)amino)pyrimidin-4-yl)pyrrolidin-2-yl)methanol C1(=CC=CC=C1)[C@H](C)NC1=NC=CC(=N1)N1[C@@H](CCC1)CO